4-iodo-2,6-xylenol IC=1C=C(C(=C(C1)C)O)C